COC(=O)C1CC2(CC2)C1 spiro[2.3]hexane-5-carboxylic acid methyl ester